3-(2-fluorobenzylidene)-5-(4-pyridinyl)-N-methyl-4-piperidone FC1=C(C=C2CN(CC(C2=O)C2=CC=NC=C2)C)C=CC=C1